5-fluoro-4-[4-methyl-5-oxo-3-(prop-2-yl)-4,5-dihydro-1H-1,2,4-triazol-1-yl]-2-{[(2S)-4-methylpentan-2-yl]oxy}-N-[(2R)-1-oxoprop-2-yl]benzamide FC=1C(=CC(=C(C(=O)N[C@@H](C=O)C)C1)O[C@@H](C)CC(C)C)N1N=C(N(C1=O)C)C(C)C